1-benzyl-1H-1,2,4-triazole-3-carboxylate C(C1=CC=CC=C1)N1N=C(N=C1)C(=O)[O-]